4'-(p-tolyloxy)-[1,1'-biphenyl]-4-carbonitrile C1(=CC=C(C=C1)OC1=CC=C(C=C1)C1=CC=C(C=C1)C#N)C